N[C@H]1[C@@H]2N(C(=C(CS2)CSC2=NN=NN2C)C(=O)O)C1=O 7beta-amino-3-(1-methyl-1H-tetrazole-5-ylsulfanylmethyl)-3-cephem-4-carboxylic acid